6-(1,3-dimethyl-1H-pyrazol-4-yl)-2-(6-(7-ethyl-2,7-diazaspiro[4.4]nonan-2-yl)pyridazin-3-yl)-5-fluoroisoindolin-1-one CN1N=C(C(=C1)C1=C(C=C2CN(C(C2=C1)=O)C=1N=NC(=CC1)N1CC2(CC1)CN(CC2)CC)F)C